[13CH3]O methanol-13C1